3-(5-(3-(4'-chloro-5,5-dimethyl-3,4,5,6-tetrahydro-[1,1'-biphenyl]-2-carbonyl)-3,6-diazabicyclo[3.1.1]heptane-6-carbonyl)-1-oxoisoindolin-2-yl)piperidine-2,6-dione ClC1=CC=C(C=C1)C1=C(CCC(C1)(C)C)C(=O)N1CC2N(C(C1)C2)C(=O)C=2C=C1CN(C(C1=CC2)=O)C2C(NC(CC2)=O)=O